(S)-5-cyclopropyl-6-ethyl-3-((2-(2-(2-(methylamino)propionamido)ethyl)pyridin-4-yl)amino)pyrazine-2-carboxamide C1(CC1)C=1N=C(C(=NC1CC)C(=O)N)NC1=CC(=NC=C1)CCNC([C@H](C)NC)=O